NCCNCCN di(aminoethyl)amine